2,4,6-trinitroresorcinol [N+](=O)([O-])C1=C(O)C(=CC(=C1O)[N+](=O)[O-])[N+](=O)[O-]